3-aminomethyl-5-(3-chlorophenyl)-hexanoic acid NCC(CC(=O)O)CC(C)C1=CC(=CC=C1)Cl